COC=1C=CC2=C(C(CCC3=C2C(=NO3)C)NC3=CC=CC=C3)C1 8-methoxy-1-methyl-N-phenyl-5,6-dihydro-4H-benzo[6,7]cyclohepta[1,2-d]isoxazol-6-amine